C(C)OC(\C(=C\C=1N(N=C(C1)C(F)(F)F)C(C)C)\C)=O (E)-3-[2-isopropyl-5-(trifluoromethyl)pyrazol-3-yl]-2-methyl-prop-2-enoic acid ethyl ester